2,4-dibenzyl-6-(2-hydroxypropyl)phenol C(C1=CC=CC=C1)C1=C(C(=CC(=C1)CC1=CC=CC=C1)CC(C)O)O